1-(3-tert-butyl-1-phenyl-1H-pyrazol-5-yl)-3-(2-{[3-(1-methylethyl)[1,2,4]triazolo[4,3-a]pyridin-6-yl]sulfanyl}benzyl)urea C(C)(C)(C)C1=NN(C(=C1)NC(=O)NCC1=C(C=CC=C1)SC=1C=CC=2N(C1)C(=NN2)C(C)C)C2=CC=CC=C2